C1(=CC=CC=C1)CC(C)NP(OCC)(OCC)=O Diethyl (1-Phenylpropan-2-yl)Phosphoramidate